CS(=O)(=O)NC=1C=C(C(=O)O)C=CC1NS(=O)(=O)C 3,4-Bis-methanesulfonylamino-benzoic acid